C1(=CC=CC=C1)C1=C(C(=C(C(=C1[2H])[2H])[2H])C1=CC=CC=C1)NC1=CC(=CC(=C1)C(C)(C)C)NC1=C(C(=C(C(=C1C1=CC=CC=C1)[2H])[2H])[2H])C1=CC=CC=C1 N1,N3-bis([1,1':3',1''-terphenyl]-2'-yl-4',5',6'-d3)-5-(tert-butyl)benzene-1,3-diamine